3-chloro-4-(6-cyano-5-fluoropyridin-2-yl)-N-(2,3-difluorophenyl)benzenesulfonamide S-methyl-4-[2-allyloxyethyl-(methyl)amino]-4-methyl-pent-2-ynethioate CS=C(C#CC(C)(C)N(C)CCOCC=C)O.ClC=1C=C(C=CC1C1=NC(=C(C=C1)F)C#N)S(=O)(=O)NC1=C(C(=CC=C1)F)F